FC(C1=C(CNC(=O)C2=NOC(=N2)C2(CC2)C)C=CC(=C1)B1OC(C(O1)(C)C)(C)C)F N-(2-(difluoromethyl)-4-(4,4,5,5-tetramethyl-1,3,2-dioxaborolan-2-yl)benzyl)-5-(1-methylcyclopropyl)-1,2,4-oxadiazole-3-carboxamide